C(C)(=O)C=1C=C(C=C(C1)C)N1C(OC[C@@H]1CC1=CC=CC=C1)=O (S)-3-(3-Acetyl-5-methylphenyl)-4-benzyloxazolidin-2-one